Cl.C(C1=CC=CC=C1)(C1=CC=CC=C1)N1CCN(CC1)C 1-benzhydryl-4-methyl-piperazine hydrochloride